2-(2-(2-methoxyethoxy)ethoxy)ethyl 4-((1,4-dioxo-1,4-dihydronaphthalen-2-yl)amino)benzoate O=C1C(=CC(C2=CC=CC=C12)=O)NC1=CC=C(C(=O)OCCOCCOCCOC)C=C1